5-((5-(3,5-dichloro-4-fluorophenyl)-5-(trifluoromethyl)-4,5-dihydroisoxazol-3-yl)(ethyl)amino)-2-fluorobenzaldehyde ClC=1C=C(C=C(C1F)Cl)C1(CC(=NO1)N(C=1C=CC(=C(C=O)C1)F)CC)C(F)(F)F